(R)-1-(4-((4-((4-((2-(3-(difluoromethyl)pyrrolidin-1-yl)pyridin-4-yl)oxy)-2-fluorophenyl)amino)-7-methoxyquinazolin-6-yl)amino)piperidin-1-yl)prop-2-en-1-one FC([C@H]1CN(CC1)C1=NC=CC(=C1)OC1=CC(=C(C=C1)NC1=NC=NC2=CC(=C(C=C12)NC1CCN(CC1)C(C=C)=O)OC)F)F